(3-(trifluoromethyl)phenyl)(4-(((2S,3R,4R,5S)-3,4,5-trihydroxy-2-(hydroxymethyl)piperidin-1-yl)methyl)piperidin-1-yl)methanone FC(C=1C=C(C=CC1)C(=O)N1CCC(CC1)CN1[C@H]([C@H]([C@@H]([C@H](C1)O)O)O)CO)(F)F